CC1(OCC(O1)CC1=CC=C(C=C1)CO)C (4-((2,2-dimethyl-1,3-dioxolan-4-yl)methyl)phenyl)methanol